COC1=C(CN(C(OC(C)(C)C)=O)C=2C=3N(C(=CN2)NC(C(=O)N([C@@H]2COC4=C2C=CC(=C4)C(F)(F)F)C)=O)C=NC3)C=CC(=C1)OC tert-butyl (S)-(2,4-dimethoxybenzyl)(5-(2-(methyl(6-(trifluoromethyl)-2,3-dihydrobenzofuran-3-yl)amino)-2-oxoacetamido)imidazo[1,5-a]pyrazin-8-yl)carbamate